CN1N=CC=C1NC1=NC=CC(=N1)C=1C=CC=2N(C1)N=NC2C[C@H](CC)C (S)-N-(1-methyl-1H-pyrazol-5-yl)-4-(3-(2-methylbutyl)-[1,2,3]triazolo[1,5-a]pyridin-6-yl)pyrimidin-2-amine